OC1(CCN(CC1)C1=C2C=CC=NC2=C(C=C1)NS(=O)(=O)C1=CC=C(C=C1)C)C1=CC=CC=C1 N-(5-(4-hydroxy-4-phenylpiperidin-1-yl)-quinolin-8-yl)-4-methyl-benzene-sulfonamide